FC=1C=C(C=C(C1)F)[C@@H]1CC[C@H]2OC3(C(N21)=O)CCN(CC3)C(=O)C=3C=NSC3 (5'S,7a'R)-5'-(3,5-difluoro-phenyl)-1-(isothiazole-4-carbonyl)tetrahydro-3'H-spiro[piperidine-4,2'-pyrrolo[2,1-b]oxazol]-3'-one